ClC1=CC(=C(C=C1)C=1C=2N(N=C(C1)[C@@H]1C[C@@H](OCC1)C1=CN(C(C=C1)=O)C(C)C)C(C(=C(N2)C)C)=O)F 9-(4-chloro-2-fluoro-phenyl)-7-[(2R,4S)-2-(1-isopropyl-6-keto-3-pyridyl)tetrahydropyran-4-yl]-2,3-dimethyl-pyrimido[1,2-b]pyridazin-4-one